C(C)(C)(C)OC(=O)N1C[C@H](CCC1)NC=1C2=C(N=CN1)C(=CC(=N2)C2=CC=C(C=C2)CN2C1COCC2CC1)C(N)=O (3S)-3-[[8-carbamoyl-6-(4-[3-oxa-8-azabicyclo[3.2.1]oct-8-ylmethyl]phenyl)pyrido[3,2-d]pyrimidin-4-yl]amino]piperidine-1-carboxylic acid tert-butyl ester